[NH4+].N[C@@H](CC)C(=O)[O-] L-homoalanine ammonium salt